OC=1NC2=CC=CC=C2C1O 2,3-dihydroxyindole